FC(CN1N=NC(=C1)C(=O)NCC1=NC=CC(=C1)C(F)(F)F)CCN1N=NC(=C1)C(NCC1=CC=C(C=C1)OC(F)(F)F)=O 1-{2-fluoro-4-[4-({[4-(trifluoromethoxy)phenyl]methyl}carbamoyl)-1H-1,2,3-triazol-1-yl]butyl}-N-{[4-(trifluoromethyl)pyridin-2-yl]methyl}-1H-1,2,3-triazole-4-carboxamide